racemic-2-[(4-methyl-1H-benzimidazol-2-yl)(1-methylpiperidin-4-yloxy)methyl]phenol CC1=CC=CC=2NC(=NC21)[C@@H](C2=C(C=CC=C2)O)OC2CCN(CC2)C |r|